N-(2,4-dimethoxybenzyl)-2,6-difluoro-4-((S)-3-(methyl((R)-1-methylpyrrolidin-3-yl)amino)-3-(3-(trifluoromethyl)phenethyl)piperidin-1-yl)-N-(pyrimidin-4-yl)benzenesulfonamide COC1=C(CN(S(=O)(=O)C2=C(C=C(C=C2F)N2C[C@@](CCC2)(CCC2=CC(=CC=C2)C(F)(F)F)N([C@H]2CN(CC2)C)C)F)C2=NC=NC=C2)C=CC(=C1)OC